O=C1NC(CCC1N1C(C2=CC=C(C=C2C1)N1CCC(CC1)CN1CCN(CC1)CC1CCN(CC1)C(=O)OC(C)(C)C)=O)=O tert-butyl 4-[[4-[[1-[2-(2,6-dioxo-3-piperidyl)-1-oxo-isoindolin-5-yl]-4-piperidyl]methyl]piperazin-1-yl]methyl]piperidine-1-carboxylate